OC(CSCC(CSCC(CSCC(CC)O)O)O)CC bis[3-((2-hydroxybutyl) thio)-2-hydroxypropyl] thioether